tert-butyl 4-(6-chloropyridin-2-yl)-3-methylpiperazine-1-carboxylate ClC1=CC=CC(=N1)N1C(CN(CC1)C(=O)OC(C)(C)C)C